C(C)(=O)OC1=C(CCCC2=C1C=CC(=C2)C(=O)OC)C2=CCC(CC2)(C)C methyl 9-acetoxy-8-(4,4-dimethylcyclohex-1-en-1-yl)-6,7-dihydro-5H-benzo[7]annulene-3-carboxylate